CN(C(C#N)C1=CSC=C1)C 2-(Dimethylamino)-2-(thiophen-3-yl)acetonitrile